6-methoxy-5-(6-(trifluoromethyl)picolinoyl)-2H-indazole COC=1C(=CC2=CNN=C2C1)C(C1=NC(=CC=C1)C(F)(F)F)=O